C(CC#CC#CCCO)O 3,5-octadiyn-1,8-diol